2-(4-ethylphenoxy)-N-(1H-pyrazol-3-yl)-N-(thiophen-2-ylmethyl)acetamide C(C)C1=CC=C(OCC(=O)N(CC=2SC=CC2)C2=NNC=C2)C=C1